C(C)(C)(C)OC(=O)N1[C@H]([C@@H](CC1=O)C(=C)C)CO[Si](C1=CC=CC=C1)(C1=CC=CC=C1)C(C)(C)C.C(C)(C)(C)C1CCC(CC1)OC(=O)OOC(=O)OC1CCC(CC1)C(C)(C)C.N(=[N+]=[N-])CC1OCC1 azidomethyl-oxetane Bis(4-tert-butylcyclohexyl)peroxydicarbonate tert-Butyl-(2R,3S)-2-[[tert-Butyl(diphenyl)silyl]oxymethyl]-3-isopropenyl-5-oxo-pyrrolidine-1-carboxylate